1-((1-ethyl-1H-imidazol-5-yl)methyl)-1H-thieno[2,3-d]imidazole-5-carboxamide C(C)N1C=NC=C1CN1C=NC2=C1C=C(S2)C(=O)N